naphthalen-2-amine hydrochloride Cl.C1=C(C=CC2=CC=CC=C12)N